3-((1-methyl-4-(propan-2-ylidene)cyclohexyl)thio)propanoic acid CC1(CCC(CC1)=C(C)C)SCCC(=O)O